(R)-2-(4,4-difluoroazepan-1-yl)-N-(3-(N-(2-hydroxyacetyl)-S-methylsulfonimidoyl)phenyl)-4-methyl-5-(trifluoromethyl)nicotinamide FC1(CCN(CCC1)C1=C(C(=O)NC2=CC(=CC=C2)[S@@](=O)(=NC(CO)=O)C)C(=C(C=N1)C(F)(F)F)C)F